C1N(CC[C@H]2CCCC[C@@H]12)C(CN1C(C2=CC(=CC=C2C1)C1=NC(=NC=C1Cl)NC1CCOCC1)=O)=O 2-{2-[(4aR,8aR)-decahydroisoquinolin-2-yl]-2-oxoethyl}-6-{5-chloro-2-[(oxan-4-yl)amino]pyrimidin-4-yl}-2,3-dihydro-1H-isoindol-1-one